C(#N)C1=C(C=C(C(=O)OC)C=C1)B1OC(C(O1)(C)C)(C)C methyl 4-cyano-3-(4,4,5,5-tetramethyl-1,3,2-dioxaborolan-2-yl)benzoate